C1=CC2C(CC1)O2 3,4-epoxycyclohexene